FC1=CC=CC2=C1C(=NO2)C=2C(=C(C=CC2)S(=O)(=O)N)OC (4-Fluorobenzo[d]isoxazol-3-yl)-2-methoxybenzenesulfonamide